[Si](C1=CC=CC=C1)(C1=CC=CC=C1)(C(C)(C)C)OCCN1CCN(CC1)CC1=C(C=C(N)C=C1)C(F)F 4-((4-(2-((tert-butyldiphenylsilyl)oxy)ethyl)piperazin-1-yl)methyl)-3-(difluoromethyl)aniline